ethyl (S)-3-(4'-fluoro-3'-methylbiphenyl-3-yl)-3-(3-(4-hydroxy-1,5-dimethyl-2-oxo-1,2-dihydro pyridin-3-yl)ureido)propanoate FC1=C(C=C(C=C1)C1=CC(=CC=C1)[C@H](CC(=O)OCC)NC(=O)NC=1C(N(C=C(C1O)C)C)=O)C